FC1=C(C=CC=C1C[C@@H]1N(CC[C@@H]1NS(N(C)C)(=O)=O)C(=O)C1(CCC1)O)C1=CC(=CC=C1)F N'-((2S,3S)-2-((2,3'-difluorobiphenyl-3-yl)methyl)-1-((1-hydroxycyclobutyl)carbonyl)pyrrolidin-3-yl)-N,N-dimethylsulfuric diamide